1-(1H-indol-6-yl)-3-(4-methyl-3,4-dihydro-2H-benzo[b][1,4]thiazin-6-yl)urea N1C=CC2=CC=C(C=C12)NC(=O)NC1=CC2=C(SCCN2C)C=C1